naphthalenesulfonate sodium salt [Na+].C1(=CC=CC2=CC=CC=C12)S(=O)(=O)[O-]